ClC1=NC(=CC=C1C(=O)NS(=O)(=O)C1=CC=CC(=N1)NCCC[C@H]1CC(N(C1)C(=O)OC(C)(C)C)(C)C)C1=CCCCO1 tert-butyl (4S)-4-[3-[[6-[[2-chloro-6-(3,4-dihydro-2H-pyran-6-yl)pyridine-3-carbonyl] sulfamoyl]-2-pyridyl]amino]propyl]-2,2-dimethyl-pyrrolidine-1-carboxylate